CCCC[C@H](CO)N (R)-(-)-2-Amino-1-hexanol